O=C1NC(CCC1N1C(C2=CC=C(C=C2C1=O)N1CCC(CC1)CN1CCCCC1)=O)=O 1-((1-(2-(2,6-Dioxopiperidin-3-yl)-1,3-dioxoisoindoline-5-yl)piperidin-4-yl)methyl)piperidine